ClC=1C(=C(C)C=C(C1Cl)C(F)F)[N+](=O)[O-] 3,4-dichloro-5-difluoromethyl-2-nitrotoluene